C(C)OS(=O)(=O)OCC.C(C)N1CN(C=C1)CC 1-ethyl-3-ethylimidazole diethyl-sulfate